C(C1=CC=CC=C1)C1=C(SC=2N3C(COCC21)=NN=C3C)C(=C)C 3-benzyl-9-methyl-2-(prop-1-en-2-yl)-4H,6H-thieno[2,3-e][1,2,4]triazolo[3,4-c][1,4]oxazepine